4,4-Methylenedi-o-toluidine CC1=C(C=CC(=C1)CC2=CC(=C(C=C2)N)C)N